2-[4-[(E)-3-(4-Ethoxy-3-methoxyphenyl)prop-2-enoyl]phenyl]acetic acid C(C)OC1=C(C=C(C=C1)/C=C/C(=O)C1=CC=C(C=C1)CC(=O)O)OC